4-[2-ethoxyethyl-[4-(5,6,7,8-tetrahydro-1,8-naphthyridin-2-yl)butyl]amino]-2-[[5-(trifluoromethyl)pyridazine-4-carbonyl]amino]butanoic acid C(C)OCCN(CCC(C(=O)O)NC(=O)C1=CN=NC=C1C(F)(F)F)CCCCC1=NC=2NCCCC2C=C1